4-sulfonylbenzyl bromide S(=O)(=O)=C1CC=C(CBr)C=C1